(Racemic)-4-(2-methoxyphenyl)-6-methyl-N-(6-(tetrahydrofuran-2-yl)thiazolo[4,5-b]pyridin-2-yl)nicotinamide COC1=C(C=CC=C1)C1=CC(=NC=C1C(=O)NC=1SC=2C(=NC=C(C2)[C@@H]2OCCC2)N1)C |r|